(1R,5S,6s)-6-((6-(4-fluorophenyl)-4-(5,9,9-trimethyl-3-oxo-1,8,8-triphenyl-2,7-dioxa-4-aza-8-siladecan-5-yl)pyridin-2-yl)oxy)-3-azabicyclo[3.1.0]hexane-3-carboxylate FC1=CC=C(C=C1)C1=CC(=CC(=N1)OC1[C@@H]2CN(C[C@H]12)C(=O)[O-])C(NC(OCC1=CC=CC=C1)=O)(CO[Si](C(C)(C)C)(C1=CC=CC=C1)C1=CC=CC=C1)C